L-2-bromooctanoic acid BrC(C(=O)O)CCCCCC